isopropyl (trans-4-(5-(2-(N-(tert-butyl)sulfamoyl)-4-(6-cyano-pyridin-3-yl)phenyl)thiazol-2-yl)cyclohexyl)carbamate C(C)(C)(C)NS(=O)(=O)C1=C(C=CC(=C1)C=1C=NC(=CC1)C#N)C1=CN=C(S1)[C@@H]1CC[C@H](CC1)NC(OC(C)C)=O